6-chloro-2-(3-((dimethylamino)methyl)phenyl)-8-fluoroquinoline-3-carbonitrile ClC=1C=C2C=C(C(=NC2=C(C1)F)C1=CC(=CC=C1)CN(C)C)C#N